CN(C(CO)(C)C)C 2-(Dimethylamino)isobutanol